N-(1-(4,4-difluorocyclohexyl)-2-oxo-1,2-dihydropyridin-3-yl)-4-((2-hydroxyethyl)sulfonamido)-2-(6-azaspiro[2.5]octan-6-yl)benzamide FC1(CCC(CC1)N1C(C(=CC=C1)NC(C1=C(C=C(C=C1)NS(=O)(=O)CCO)N1CCC2(CC2)CC1)=O)=O)F